ClC1=CN=CC(=N1)CN1CC2=C(CC1)N=C(N2)C2=NNC1=CC(=CC=C21)C2=CC(=C(C=C2CC)O)F 4-[3-[5-[(6-chloropyrazin-2-yl)methyl]-3,4,6,7-tetrahydroimidazo[4,5-c]pyridin-2-yl]-1H-indazol-6-yl]-5-ethyl-2-fluoro-phenol